BrC1=CC=C(C=C1)C(CNC)N(C)C (4-bromophenyl)-N,N,N'-trimethyl-ethane-1,2-diamine